CN(C1=CC=C(CCNC(C2=C(C=C(C=C2)F)C(=O)N2CCC(CC2)OC2=NC=C(C=C2)C2=CC=C(C=C2)CN2CCOCC2)=O)C=C1)C N-(4-(dimethylamino)phenethyl)-4-fluoro-2-(4-((5-(4-(morpholinomethyl)phenyl)pyridin-2-yl)oxy)piperidine-1-carbonyl)benzamide